1-ethyl-3-(thiazol-2-yl)urea C(C)NC(=O)NC=1SC=CN1